BrC=1C=CC(=C(C1)NC(=O)[C@H]1C[C@H](CCC1)NC(OC(C)(C)C)=O)NC tert-butyl ((1S,3R)-3-((5-bromo-2-(methylamino)phenyl)carbamoyl)cyclohexyl)carbamate